ClC=1C(=NC=CC1)N1N=C(C=C1C(Cl)(Cl)Cl)CCl 3-chloro-2-(3-(chloromethyl)-5-(trichloromethyl)-1H-pyrazol-1-yl)pyridine